1-(3-((4-(piperidin-1-ylmethyl)benzyl)amino)phenyl)dihydropyrimidine-2,4(1H,3H)-dione N1(CCCCC1)CC1=CC=C(CNC=2C=C(C=CC2)N2C(NC(CC2)=O)=O)C=C1